CCCCCCCCCCCCC(C)(C)C trimethyltridecane